tert-butyl (R)-4-((S)-(5-fluoropyridin-3-yl)(hydroxy)-methyl)-2,2-dimethylazetidine-1-carboxylate FC=1C=C(C=NC1)[C@@H]([C@H]1CC(N1C(=O)OC(C)(C)C)(C)C)O